2-Chloro-1,1-difluoroethyl-2,2,2-trifluoroethylether ClCC(F)(F)C(C(F)(F)F)OC(C(F)(F)F)C(CCl)(F)F